[Si](C)(C)(C(C)(C)C)OCCCC[C@@H](C)OC=1C(=NC=C(N1)C)S(=O)(=O)N1[C@@H](CCC1)C(=O)OC(C)(C)C |&1:12| tert-butyl ((3-(((RS)-6-((tert-butyldimethylsilyl)oxy)hexan-2-yl)oxy)-5-methylpyrazin-2-yl)sulfonyl)-L-prolinate